Diisobutylaluminium deuteride C(C(C)C)[Al](CC(C)C)[2H]